[Na+].CN1CCN(CCC1)C1=NC2=C(C=C(C3=NC=4C=CC=CC4N23)C(=O)[O-])C=C1 2-(4-methyl-[1,4]diazepan-1-yl)-1,7,11b-triaza-benzo[c]fluorene-6-carboxylate sodium salt